ethyl-(2,4,6-trimethylbenzoyl)-phenylphosphine C(C)P(C1=CC=CC=C1)C(C1=C(C=C(C=C1C)C)C)=O